O[C@@H]1C[C@H](N(C1)C([C@H](C(C)C)NC(OC(C)(C)C)=O)=O)C(N[C@@H](CO)C1=CC=C(C=C1)C1=NC=CN=C1C)=O tert-butyl ((S)-1-((2S,4R)-4-hydroxy-2-(((R)-2-hydroxy-1-(4-(3-methylpyrazin-2-yl)phenyl)ethyl)carbamoyl)pyrrolidin-1-yl)-3-methyl-1-oxobutan-2-yl)carbamate